2-(3,5-Dichloro-4-((5-cyclohexyl-6-oxo-1,6-dihydropyridazin-3-yl)oxy)phenyl)-3,5-dioxo-2,3,4,5-tetrahydro-1,2,4-triazine-6-carboxylic acid methyl ester COC(=O)C=1C(NC(N(N1)C1=CC(=C(C(=C1)Cl)OC1=NNC(C(=C1)C1CCCCC1)=O)Cl)=O)=O